FC(CC[C@H]1CN(C2=C(S([C@@H]1F)(=O)=O)C=C(C(=C2)C(F)(F)F)OCC(C(=O)O)(C)C)C2=CC=C(C=C2)F)(C)F 3-(((2S,3S)-3-(3,3-difluorobutyl)-2-fluoro-5-(4-fluorophenyl)-1,1-dioxido-7-(trifluoromethyl)-2,3,4,5-tetrahydrobenzo[b][1,4]thiazepin-8-yl)oxy)-2,2-dimethylpropanoic acid